CC1=CC=C(C=C1)S(=O)(=O)OC1=CC(=C(C(=C1C)OCC1CCCCC1)C(=O)N1CC2=CC=CC(=C2C1)N)OS(=O)(=O)C1=CC=C(C=C1)C 4-(4-aminoisoindoline-2-carbonyl)-5-(cyclohexylmethoxy)-6-methyl-1,3-phenylene bis(4-methylbenzenesulfonate)